(±)-piperazine-2-carboxylic acid N1[C@H](CNCC1)C(=O)O |r|